6-isopropyl-2-(2-methyl-4-(oxetan-3-yl)piperazin-1-yl)-5-(8-methyl-[1,2,4]triazolo[1,5-a]pyridin-6-yl)-4H-pyrrolo[3,2-d]thiazole C(C)(C)C1=C(NC2=C1N=C(S2)N2C(CN(CC2)C2COC2)C)C=2C=C(C=1N(C2)N=CN1)C